2-[1-[5-Cyano-6-[[2-fluoro-5-(trifluoromethyl)phenyl]methoxy]-2-(trifluoromethyl)pyridine-3-carbonyl]-4-piperidyl]-N,N-dimethyl-acetamide C(#N)C=1C=C(C(=NC1OCC1=C(C=CC(=C1)C(F)(F)F)F)C(F)(F)F)C(=O)N1CCC(CC1)CC(=O)N(C)C